C(C)(C)(C)C1=NC(=NO1)C(=O)N[C@H](C)C1=C(C(=C(C=C1)C1=CC(=NC=C1)NC(=O)C1CC1)F)C (R)-5-(tert-butyl)-N-(1-(4-(2-(cyclopropanecarboxamido)pyridin-4-yl)-3-fluoro-2-methylphenyl)ethyl)-1,2,4-oxadiazole-3-carboxamide